FC(C(=O)O)(F)F.NC=1N=CC(=NC1C1=CN=C(S1)C)C=1C=C(C=CC1C)S(=O)(=O)NC12CCC(C1)(C2)C#N 3-(5-Amino-6-(2-methylthiazol-5-yl)pyrazin-2-yl)-N-(4-cyanobicyclo[2.1.1]hexan-1-yl)-4-methylbenzenesulfonamide trifluoroacetate salt